Cl.COCC1=CC=C(C=N1)CC(=O)O 2-(6-(methoxymethyl)pyridin-3-yl)acetic acid hydrochloride